FC1=CC=C(C=C1)C(N)C=1C=NC(=NC1)N1CCN(CC1)C=1C=NN2C1C=CC(=C2)C=2C=NN(C2)C (4-fluorophenyl)-1-(2-{4-[6-(1-methyl-1H-pyrazol-4-yl)pyrazolo[1,5-a]pyridin-3-yl]piperazin-1-yl}pyrimidin-5-yl)methanamine